1-O-(5,9,13,17-tetramethyloctadecanoyl)erythritol CC(CCCC(=O)OC[C@H](O)[C@H](O)CO)CCCC(CCCC(CCCC(C)C)C)C